ethyl 3-(difluoromethyl)-1-phenyl-4-(p-tolyl)-5-(trifluoromethyl)-4,5-dihydro-1H-1,2,4-triazole-5-carboxylate FC(C1=NN(C(N1C1=CC=C(C=C1)C)(C(=O)OCC)C(F)(F)F)C1=CC=CC=C1)F